2-methoxy-5-(3,4,5-trimethoxyphenyl)-7,8-dihydronaphthalene-1-carbonitrile COC1=C(C=2CCC=C(C2C=C1)C1=CC(=C(C(=C1)OC)OC)OC)C#N